BrCCC1=CC=C(C#N)C=C1 4-(2-bromoethyl)benzonitrile